trans-11-tetradecenediene acetate C(C)(=O)O.C=C\C=C\CCCCCCC=CCC